ClC=1C(=NC=C(C1)Cl)N1C(SC2=C1C=CC(=C2)S)=O 3-(3,5-dichloropyridin-2-yl)-6-mercaptobenzothiazol-2(3H)-one